C1(CC1)N1C([C@@H](C1)NC(C1=CC=CC=C1)C1=CC=CC=C1)=O (R)-1-cyclopropyl-3-(benzhydrylamino)azetidin-2-one